aminobutyric acid ethyl-acrylate tert-butyl-6-[(5-dimethylphosphoryl-2-pyridyl)methyl]-2-azaspiro[3.3]heptane-2-carboxylate C(C)(C)(C)OC(=O)N1CC2(C1)CC(C2)CC2=NC=C(C=C2)P(=O)(C)C.C(C)OC(C=C)=O.NC(C(=O)O)CC